OC1=CC=C(C=C1)C(C(=O)[O-])C 2-(4-Hydroxyphenyl)Propionate